C(C)(=O)C=1C=C(C=C2C(N(C(=NC12)C1CCOCC1)C)=O)Br 8-acetyl-6-bromo-3-methyl-2-tetrahydropyran-4-yl-quinazolin-4-one